7'-(2-(6-(dibenzo[b,d]thiophen-3-yl)-2-phenylpyrimidin-4-yl)phenyl)spiro[cyclohexane-1,9'-fluorene]-2'-carbonitrile C1=CC(=CC=2SC3=C(C21)C=CC=C3)C3=CC(=NC(=N3)C3=CC=CC=C3)C3=C(C=CC=C3)C3=CC=C2C=1C=CC(=CC1C1(C2=C3)CCCCC1)C#N